O=C1C=2C=C(C=CC2C2=C1N=C(N=C2)C(F)(F)F)NC(C#CC)=O N-(9-oxo-2-(trifluoromethyl)-9H-indeno[2,1-d]pyrimidin-7-yl)but-2-ynamide